4-(3-Hydroxypropionyl)piperazine-1-carboxylic acid benzyl ester C(C1=CC=CC=C1)OC(=O)N1CCN(CC1)C(CCO)=O